C(C)(C)(C)OC(=O)N1C(C2=C(C=C(C=C2C1=O)Br)C=C)(C)C 5-bromo-1,1-dimethyl-3-oxo-7-vinylisoindoline-2-carboxylic acid tert-butyl ester